tert-butyl 4-(4-((11-cyclopentyl-5-methyl-6-oxo-6,11-dihydro-5H-benzo[e]pyrimido[5,4-b][1,4]diazepin-2-yl)amino)benzoyl)piperazine-1-carboxylate C1(CCCC1)N1C2=C(N(C(C3=C1C=CC=C3)=O)C)C=NC(=N2)NC2=CC=C(C(=O)N3CCN(CC3)C(=O)OC(C)(C)C)C=C2